C(C)(=O)OC[C@H]1O[C@@]([C@@H]([C@@H]1O)O)(C#N)C1=CC=C2C(=NC=NN21)NC([C@H](C(C)C)N)=O ((2R,3S,4R,5R)-5-(4-((S)-2-amino-3-methylbutanamido)pyrrolo[2,1-f][1,2,4]triazin-7-yl)-5-cyano-3,4-dihydroxytetrahydrofuran-2-yl)methyl acetate